e-methyl-2-propanol CCC(C)O